2-((6-methoxy-5-(trifluoromethyl)pyridin-3-yl)methoxy)isoindoline-1,3-dione COC1=C(C=C(C=N1)CON1C(C2=CC=CC=C2C1=O)=O)C(F)(F)F